(3e,7e)-4,8,12-trimethyltridec-1,3,7,11-tetraene C\C(=C/C=C)\CC\C=C(\CCC=C(C)C)/C